(R)- or (S)-N-((4-(4-(trifluoromethyl)phenyl)-3,4-dihydro-2H-benzo[b][1,4]oxazin-2-yl)methyl)acrylamide FC(C1=CC=C(C=C1)N1C2=C(O[C@@H](C1)CNC(C=C)=O)C=CC=C2)(F)F |o1:12|